ClC1=C(C=C2CCN(CC2=C1)C(C(F)(F)F)=O)NC1=NC=C(C(=N1)C1=CC2=C(OCCCS2(=O)=O)S1)C(F)(F)F 1-(7-chloro-6-((4-(4,4-dioxido-6,7-dihydro-5H-thieno[2,3-b][1,4]oxathiepin-2-yl)-5-(trifluoromethyl)pyrimidin-2-yl)amino)-3,4-dihydroisoquinolin-2(1H)-yl)-2,2,2-trifluoroethan-1-one